N1-(2-bromophenyl)-N3-(6-(methoxy-d3)pyridin-2-yl)malonamide BrC1=C(C=CC=C1)NC(CC(=O)NC1=NC(=CC=C1)OC([2H])([2H])[2H])=O